N1=C(C=CC=C1)C1=C(C=CC=C1)N1C(N=CC(=C1)C1=C(C=CC=C1)C1=NC=CC=C1)C 3,5-bis(2-pyridylphenyl)-2-methylpyrimidine